C(CCCC)OCCCCCO 5-(pentyloxy)pentan-1-ol